FC1=C(C=C(C(=C1O)F)F)C1=NC(=NO1)CN1C(CCCC1)=O 1-((5-(2,4,5-Trifluoro-3-hydroxyphenyl)-1,2,4-oxadiazol-3-yl)methyl)piperidin-2-one